N-((1R,3R)-3-aminocyclohexyl)-4-(5-methyl-7H-pyrrolo[2,3-d]pyrimidin-4-yl)-3,4-dihydro-2H-1,4-thiazine-6-carboxamide hydrochloride Cl.N[C@H]1C[C@@H](CCC1)NC(=O)C1=CN(CCS1)C=1C2=C(N=CN1)NC=C2C